N1=CC=C2N1C=CC(=N2)C2=CNC=1N=C(N=CC12)NC1CCC(CC1)NC(C)=O N-((1r,4r)-4-((5-(pyrazolo[1,5-a]pyrimidin-5-yl)-7H-pyrrolo[2,3-d]pyrimidin-2-yl)amino)cyclohexyl)acetamide